1,2,3,4-tetrafluorocyclopentane FC1C(C(C(C1)F)F)F